2-(4-((4-(4-(azetidin-1-ylmethyl)phenyl)-1H-1,2,3-triazol-1-yl)methyl)phenyl)-5-(difluoromethyl)-1,3,4-oxadiazole N1(CCC1)CC1=CC=C(C=C1)C=1N=NN(C1)CC1=CC=C(C=C1)C=1OC(=NN1)C(F)F